phenyl-diazonaphthoquinone C1(=CC=CC=C1)C1C(C(C2=CC=CC=C2C1=O)=O)=[N+]=[N-]